palladium(II) phenethyl-amine chloride [Cl-].C(CC1=CC=CC=C1)N.[Pd+2].[Cl-]